C(C)(C)(C)C1=CC=C(C=C1)OCC(COC1=CC=C(C=C1)C(C)(C)C)(Br)CC=C 2-allyl-2-bromo-1,3-propylene glycol di(4-tert-butylphenyl) ether